The molecule is an alpha-amino acid ester obtained by formal condensation of the alpha-carboxy group of glutamic acid with methanol. It is an alpha-amino acid ester and a glutamic acid derivative. COC(=O)C(CCC(=O)O)N